ClC1=CC=C(C=C1)N1C(=NC=2N(C(N(C(C12)=O)C)=O)[C@@H](C)C1=CC=C(C=N1)S(=O)(=O)N)C1=NC=CC=C1Cl 6-[(1S)-1-[7-(4-chlorophenyl)-8-(3-chloropyridin-2-yl)-1-methyl-2,6-dioxopurin-3-yl]ethyl]pyridine-3-sulfonamide